DIALLYLDIMETHYLAMMONIUM C(C=C)[N+](C)(C)CC=C